rac-3-amino-4,4,4-trifluoro-3-methylbutane-2-one N[C@](C(C)=O)(C(F)(F)F)C |r|